O1COCC2=C1C=CC=C2CN benzo[d][1,3]dioxan-5-ylmethylamine